methyl 6-chloro-1-methyl-1H-pyrrolo[2,3-b]pyridine-2-carboxylate ClC1=CC=C2C(=N1)N(C(=C2)C(=O)OC)C